2-(2-(6-chloro-8-(2-(2,2,2-trifluoroethoxy)phenyl)imidazo[1,2-a]pyridin-2-yl)-4,5-dihydrooxazol-4-yl)propan-2-ol ClC=1C=C(C=2N(C1)C=C(N2)C=2OCC(N2)C(C)(C)O)C2=C(C=CC=C2)OCC(F)(F)F